1-(4-(4-(5-(2-chloro-6-fluorophenyl)-4,5-dihydroisoxazol-3-yl)thiazol-2-yl)piperidin-1-yl)-2-((5-(trifluoromethyl)pyrimidin-2-yl)oxy)ethan-1-one DIOCTYLSULFOSUCCINATE C(CCCCCCC)C(C(C(=O)O)S(=O)(=O)O)(C(=O)O)CCCCCCCC.ClC1=C(C(=CC=C1)F)C1CC(=NO1)C=1N=C(SC1)C1CCN(CC1)C(COC1=NC=C(C=N1)C(F)(F)F)=O